BrC=1C=C2C(N(C(=NC2=CC1)[C@@H](CCC)N1CCN(CCC1)CC)CC)=O (R)-6-Bromo-3-ethyl-2-(1-(4-ethyl-1,4-diazepan-1-yl)butyl)quinazolin-4(3H)-one